1,4-bis(5-isoquinolinesulfonyl)-pentahydro-1,4-diazepine C1=NC=CC=2C(=CC=CC12)S(=O)(=O)N1CCN(CCC1)S(=O)(=O)C=1C=2C=CN=CC2C=CC1